[C@H]1([C@@H](O)[C@@H](O)[C@@H](O1)CO)N1C=NC(=C1C#C)C(=O)N 1-β-L-ribofuranosyl-5-ethynylimidazole-4-carboxamide